4-[2-chloro-4-[[5-[4-(cyanomethoxy)-2,3-difluoro-phenyl]-1-methyl-imidazole-2-carbonyl]amino]benzoyl]-N-[(3S,4S)-4-hydroxypyrrolidin-3-yl]piperazine-1-carboxamide ClC1=C(C(=O)N2CCN(CC2)C(=O)N[C@H]2CNC[C@@H]2O)C=CC(=C1)NC(=O)C=1N(C(=CN1)C1=C(C(=C(C=C1)OCC#N)F)F)C